methyl N-[4-methyl-5-({4-[(2S)-2-{[8-(6-methylpyridin-3-yl)quinazolin-4-yl]amino}propyl]piperazin-1-yl}sulfonyl)-1,3-thiazol-2-yl]carbamate CC=1N=C(SC1S(=O)(=O)N1CCN(CC1)C[C@H](C)NC1=NC=NC2=C(C=CC=C12)C=1C=NC(=CC1)C)NC(OC)=O